8-(4-methoxyphenyl)-5-hydroxy-2-(4-hydroxyphenyl)-7-methoxy-4H-benzopyran-4-one COC1=CC=C(C=C1)C1=C(C=C(C=2C(C=C(OC21)C2=CC=C(C=C2)O)=O)O)OC